2,6-dichloropyridin-3,4-diamine ClC1=NC(=CC(=C1N)N)Cl